ClC1=C(C=CC=C1)C1=NN=C(S1)N1N=NC=C1 N-(5-(2-chlorophenyl)-1,3,4-thiadiazol-2-yl)-1H-1,2,3-triazole